NCC=1C=C2C=C(N(C2=CC1)CCCC(F)(F)F)CN1C(N(C2=C1C=NC=C2)CC(F)(F)F)=O 3-((5-(aminomethyl)-1-(4,4,4-trifluorobutyl)-1H-indol-2-yl)methyl)-1-(2,2,2-trifluoroethyl)-1,3-dihydro-2H-imidazo[4,5-c]pyridin-2-one